C1(=C2C(=C(C(=C1[2H])[2H])[2H])NC1=C(C(=C3NC4=C(C(=C(C(=C4C3=C12)[2H])[2H])[2H])[2H])[2H])[2H])[2H] 5,8-dihydroindolo[2,3-c]carbazole-1,2,3,4,6,7,9,10,11,12-d10